FC1(CN(CC1)C1=NC=CC(=C1NC(C1=CC=C(C=C1)C1OCC1)=O)I)F N-(2-(3,3-difluoropyrrolidin-1-yl)-4-iodopyridin-3-yl)-4-(oxetan-2-yl)benzamide